pyrrolo[2,3-c]pyridine-2-carboxamide N1C(=CC=2C1=CN=CC2)C(=O)N